[C@H]12CC(C[C@H](CC1)N2)C=2C1=C(N=C(N2)OC[C@]23CCCN3C[C@@H](C2)F)CN(CC1)C1=CC=CC2=CC=C(C(=C12)Cl)F 4-((1R,3s,5S)-8-azabicyclo[3.2.1]octan-3-yl)-7-(8-chloro-7-fluoronaphthalen-1-yl)-2-(((2R,7aS)-2-fluorohexahydro-1H-pyrrolizin-7a-yl)methoxy)-5,6,7,8-tetrahydropyrido[3,4-d]pyrimidine